4-((3S)-1-(1-((1-(3,5-difluorobenzyl)-2-(fluoromethyl)-1H-imidazol-4-yl)amino)-1-oxopropan-2-yl)-4,4-difluoropiperidin-3-yl)pyridine 1-oxide FC=1C=C(CN2C(=NC(=C2)NC(C(C)N2C[C@@H](C(CC2)(F)F)C2=CC=[N+](C=C2)[O-])=O)CF)C=C(C1)F